OC[C@H]1N(C\C(\C1)=N/OC)C(=O)C1=CC(=C(C=C1)C1=C(C(=CC=C1)C#N)C)OCCOC (S,Z)-4'-(2-(hydroxymethyl)-4-(methoxyimino)pyrrolidine-1-carbonyl)-2'-(2-methoxyethoxy)-2-methyl-[1,1'-biphenyl]-3-carbonitrile